tert-butyl-((4-fluoronaphthalen-1-yl)oxy)dimethylsilane C(C)(C)(C)[Si](C)(C)OC1=CC=C(C2=CC=CC=C12)F